O=C1NC(C(C(N1)=O)(C1=CC=C(C=C1)OC1=CC=C(C=C1)OC(F)(F)F)N1CC2(C1)OCCN(C2)CC2CCN(CC2)C(=O)OC(C)(C)C)=O tert-butyl 4-[[2-[2,4,6-trioxo-5-[4-[4-(trifluoromethoxy)phenoxy] phenyl]hexahydropyrimidin-5-yl]-5-oxa-2,8-diazaspiro[3.5]nonan-8-yl]methyl]piperidine-1-carboxylate